(6-(5-chloro-2-((oxacyclohexan-4-yl)amino)pyrimidin-4-yl)-1-oxoisoindolin-2-yl)-N-((1s,2s)-2-hydroxy-1-phenylpropyl)ethanoamide ClC=1C(=NC(=NC1)NC1CCOCC1)C1=CC=C2CN(C(C2=C1)=O)CC(=O)N[C@H]([C@H](C)O)C1=CC=CC=C1